FC1=CC(=CC=2N(C(=NC21)C)C2CCN(CC2)C)C2=CNC1=NC=C(C=C12)N1CCN(CC1)C 4-fluoro-2-methyl-6-(5-(4-methylpiperazin-1-yl)-1H-pyrrolo[2,3-b]pyridin-3-yl)-1-(1-methylpiperidin-4-yl)-1H-benzo[d]imidazole